ClC=1C=C(C=CC1F)N(C(=O)[C@H]1N(C([C@H](C1)CO)=O)C1=NC(=CC(=C1)C(F)(F)F)C)C (2s,4r)-N-(3-chloro-4-fluorophenyl)-4-(hydroxymethyl)-N-methyl-1-(6-methyl-4-(trifluoromethyl)pyridin-2-yl)-5-oxopyrrolidine-2-carboxamide